N-[(2-aminoquinolin-7-yl)methyl]-N-{5-cyano-1H,3H,4H-pyrano[3,4-c]pyridin-6-yl}acetamide NC1=NC2=CC(=CC=C2C=C1)CN(C(C)=O)C=1C(=C2C(=CN1)COCC2)C#N